(1R,3S)-3-{5-[(1,1-dioxo-2,3-dihydro-1λ6-benzo[b]thiophen-6-yl)amino]-1-(2-methylprop-2-yl)pyrazol-3-yl}cyclopentyl [(4-nitrophenyl)oxy]methanoate [N+](=O)([O-])C1=CC=C(C=C1)OC(=O)O[C@H]1C[C@H](CC1)C1=NN(C(=C1)NC=1C=CC2=C(S(CC2)(=O)=O)C1)C(C)(C)C